OCCCNC(CC1=CC2=CC=CC=C2C=C1)=O N-(3-hydroxypropyl)-2-(naphthalen-2-yl)acetamide